ClC1=C(C(=C(C=C1OC)OC)Cl)C1CCC=2C(=NNC2C1)[C@@H]1[C@@H](COC1)N (3S,4S)-4-(6-(2,6-dichloro-3,5-dimethoxyphenyl)-4,5,6,7-tetrahydro-1H-indazol-3-yl)tetrahydrofuran-3-amine